Ytterbium fluorid [F-].[Yb+3].[F-].[F-]